OCCOC1=C(C=CC(=C1)N)N 2-(2-Hydroxyethyloxy)-p-phenylenediamine